3-(3-methyl-1-(5-methyl-1-(tetrahydro-2H-pyran-2-yl)-1H-1,2,3-triazol-4-yl)cyclobutyl)aniline CC1CC(C1)(C=1N=NN(C1C)C1OCCCC1)C=1C=C(N)C=CC1